9,9-dimethyl-N-(4-(9-phenyl-9H-carbazol-3-yl)-phenyl)-9H-fluoren-2-amine CC1(C2=CC=CC=C2C=2C=CC(=CC12)NC1=CC=C(C=C1)C=1C=CC=2N(C3=CC=CC=C3C2C1)C1=CC=CC=C1)C